O-methacryloyl-N-(O-methacryloyl-L-seryl)-L-serine HCl Cl.C(C(=C)C)(=O)OC[C@H](NC([C@@H](N)COC(C(=C)C)=O)=O)C(=O)O